NCCCCCCCCCCCCCCOOOOONC=1C=2N=CN([C@H]3[C@H](O)[C@H](O)[C@@H](CO)O3)C2N=CN1 N6-(19-aminopentaoxanonadecyl)-adenosine